N-[5-(furan-2-yl)-2-(oxetan-3-yl)-[1,2,4]triazolo[1,5-c]pyrimidin-7-yl]cyclopropanecarboxamide O1C(=CC=C1)C1=NC(=CC=2N1N=C(N2)C2COC2)NC(=O)C2CC2